FC1CNCCC1N1CCC(CC1)C=1C=C2C(=C(NC2=CC1)C1=C2C(=NC=C1)NN=C2)C(C)C 4-(5-(3'-fluoro-[1,4'-bipiperidin]-4-yl)-3-isopropyl-1H-indol-2-yl)-1H-pyrazolo[3,4-b]pyridine